6-(5-fluorofurfurylamino)-9-β-D-arabinofuranosylpurine FC1=CC=C(CNC2=C3N=CN(C3=NC=N2)[C@H]2[C@@H](O)[C@H](O)[C@H](O2)CO)O1